C(C)[C]CCCN(C)C 1-ethyl-(3-dimethylaminopropyl)carbon